3-(1-(4-aminopyrido[3,2-d]pyrimidin-6-yl)piperidin-3-yl)-3-hydroxy-1-methylpyrrolidin-2-one NC=1C2=C(N=CN1)C=CC(=N2)N2CC(CCC2)C2(C(N(CC2)C)=O)O